FC(C(=O)O)(F)F.FC=1C=CC(=NC1)C1=NN(C=C1C=1C2=C(N=C(N1)C)NC=C2)C 4-[3-(5-Fluoro-2-pyridyl)-1-methyl-pyrazol-4-yl]-2-methyl-7H-pyrrolo[2,3-d]pyrimidine Trifluoroacetate Salt